The molecule is a biaryl that is phenol which is substituted at position 2 by a 1,3,4-oxadiazol-2-yl group. Formerly used as a hypnotic drug. It has a role as a sedative. It is a member of 1,3,4-oxadiazoles, a member of phenols and a biaryl. C1=CC=C(C(=C1)C2=NN=CO2)O